5-(bicyclo[5.1.0]octan-4-yl)imidazolidine-2,4-dione C12CCC(CCC2C1)C1C(NC(N1)=O)=O